4-((2S,4S)-4-ethoxy-1-((5-methoxy-7-methyl-1H-indol-4-yl)methyl)piperidin-2-yl)-N-(ethylsulfonyl)benzamide C(C)O[C@@H]1C[C@H](N(CC1)CC1=C2C=CNC2=C(C=C1OC)C)C1=CC=C(C(=O)NS(=O)(=O)CC)C=C1